FC(C1=NN=C(S1)C1=NC(=NC2=CC=C(C=C12)S(=O)(=O)NC1(CC1)C)N1[C@H](C[C@H](CC1)O)C)F 4-(5-(difluoromethyl)-1,3,4-thiadiazol-2-yl)-2-((2S,4S)-4-hydroxy-2-methylpiperidin-1-yl)-N-(1-methylcyclopropyl)quinazoline-6-sulfonamide